CN(CCN(C1=C(C=C(C(=C1)OC)NC1=NC=NC(=N1)NC1=C(C=C(C=C1)C(F)(F)F)C(C)(C)O)NC(C=C)=O)C)C N-(2-((2-(dimethylamino)ethyl)(methyl)amino)-5-(4-(2-(2-hydroxypropan-2-yl)-4-(trifluoromethyl)phenylamino)-1,3,5-triazin-2-ylamino)-4-methoxyphenyl)acrylamide